1,2-dipropylpiperidineium fluoride [F-].C(CC)[NH+]1C(CCCC1)CCC